(7S,8aS)-7-((E)-3-(3,4-difluorophenyl)allyl)-2-(5-fluoropyrimidin-2-yl)hexahydropyrrolo[1,2-a]pyrazin-6(2H)-one FC=1C=C(C=CC1F)/C=C/C[C@H]1C[C@@H]2N(CCN(C2)C2=NC=C(C=N2)F)C1=O